(1S,3aR,6aS)-N-((S)-1-cyano-2-((S)-2-oxopiperidin-3-yl)ethyl)-2-(4,7-difluoro-6-chloro-1H-indole-2-carbonyl)-5,5-difluorooctahydrocyclopenta[c]pyrrole-1-carboxamide C(#N)[C@H](C[C@H]1C(NCCC1)=O)NC(=O)[C@H]1N(C[C@H]2[C@@H]1CC(C2)(F)F)C(=O)C=2NC1=C(C(=CC(=C1C2)F)Cl)F